CC(C)C1=CC=C(OC2=CC=C(C(=O)N3CCC(CC3)C3=CC=C(N=N3)N)C=C2)C=C1 6-(1-{4-[4-(propan-2-yl)phenoxy]benzoyl}piperidin-4-yl)pyridazin-3-amine